IC1=C(C=CC=C1)[C@H]([C@@H](CCCC)O)O 1-(2-iodophenyl)-(R,R)-1,2-hexanediol